(4,6-dimethoxypyrazolo[1,5-a]pyridin-2-yl)-2-(methylthio)imidazo[2,1-b][1,3,4]thiadiazole COC=1C=2N(C=C(C1)OC)N=C(C2)C2=CN=C1SC(=NN12)SC